C(C)(C)NC1=NC=CC2=C1N=C(N=C2)NC2CC(C2)NC 8-(isopropylamino)-2-(((1r,3r)-3-(methylamino)cyclobutyl)amino)pyrido[3,4-d]pyrimidin